NC1=NC=C(C(=N1)C=1C=C2C=CN(C(C2=C(C1F)F)=O)CCC[C@H](C)NC=1C=NNC(C1C(F)(F)F)=O)C(F)F 6-[2-amino-5-(difluoromethyl)pyrimidin-4-yl]-7,8-difluoro-2-[(4S)-4-[[6-oxo-5-(trifluoromethyl)-1H-pyridazin-4-yl]amino]pentyl]isoquinolin-1-one